1-(3-(difluoromethoxy)phenyl)-2-oxo-2,3-dihydro-1H-benzo[d]imidazole-5-carboxylic acid FC(OC=1C=C(C=CC1)N1C(NC2=C1C=CC(=C2)C(=O)O)=O)F